2-methyl-6-(3-methyltetrahydrofuran-3-yl)pyrido[4,3-d]Pyrimidin-7(6H)-one CC=1N=CC=2C(N1)=CC(N(C2)C2(COCC2)C)=O